2-oxo-1-(3-(trifluoromethyl)-6,6a,7,8,9,10-hexahydrodipyrido[3,2-b:1',2'-d][1,4]thiazin-8-yl)pyrrolidin O=C1N(CCC1)C1CC2N(C3=C(SC2)C=C(C=N3)C(F)(F)F)CC1